[I-].COC(CCCCC\C=C/CCC[P+](C)(C)C)OC (4Z)-11,11-dimethoxy-4-undecenyltrimethylphosphonium iodide